NC=1N=C(C=C2C=C(N=CC12)NC(=O)[C@@H]1[C@H](C1)C(C)(C)OC)C=1C=NC=CC1C (1S,2S)-N-[8-amino-6-(4-methylpyridin-3-yl)-2,7-naphthyridin-3-yl]-2-(2-methoxypropan-2-yl)cyclopropane-1-carboxamide